N-(diaminomethylene)-2-(2,6-dichlorophenyl)acetamide NC(=NC(CC1=C(C=CC=C1Cl)Cl)=O)N